4-(5-(2,6-dimethylphenoxy)-1-methyl-2-oxo-1,2-dihydropyridin-4-yl)-2-(1-isopropyl-1H-pyrazol-4-yl)-6-methyl-1,6-dihydro-7H-pyrrolo[2,3-c]pyridin-7-one CC1=C(OC=2C(=CC(N(C2)C)=O)C=2C3=C(C(N(C2)C)=O)NC(=C3)C=3C=NN(C3)C(C)C)C(=CC=C1)C